3-[(3-chloro-4-fluorobenzyl)oxy]cyclobutane-1-carboxylic acid ClC=1C=C(COC2CC(C2)C(=O)O)C=CC1F